diisopropylidene(ethyl)amine C(C)(C)=C(C=C(C)C)N